2-(7-Methoxy-4-oxothiochroman-3-yl)-2-oxoethyl acetate C(C)(=O)OCC(=O)C1CSC2=CC(=CC=C2C1=O)OC